6-Chloro-8-cyclopentyl-2-(4-ethylsulfanyl-2-methyl-anilino)pyrido[2,3-d]pyrimidin-7-one ClC1=CC2=C(N=C(N=C2)NC2=C(C=C(C=C2)SCC)C)N(C1=O)C1CCCC1